FC(C1=NC(=NO1)C1=CC=C(CP(OCC)(=O)Cl)C=C1)(F)F ethyl (4-(5-(trifluoromethyl)-1,2,4-oxadiazol-3-yl)benzyl)phosphonochloridate